3-(Dodecyloxy)-2,2-bis((dodecyloxy)methyl)propyl 4-(4-methylpiperazin-1-yl)butanoate CN1CCN(CC1)CCCC(=O)OCC(COCCCCCCCCCCCC)(COCCCCCCCCCCCC)COCCCCCCCCCCCC